6-(4-isopropylphenoxy)hexanoic acid C(C)(C)C1=CC=C(OCCCCCC(=O)O)C=C1